2-Methoxyethyl (1S,4R)-4-[[[(5R)-3-(3-cyano-5-fluorophenyl)-5-(trifluoromethyl)-4H-1,2-oxazol-5-yl]carbonyl]amino]cyclopent-2-en-1-carboxylat C(#N)C=1C=C(C=C(C1)F)C1=NO[C@@](C1)(C(F)(F)F)C(=O)N[C@H]1C=C[C@H](C1)C(=O)OCCOC